1-((1S,5S)-1-(4-((3-Chloro-2-fluorophenyl)amino)pyrido[3,2-d]pyrimidin-6-yl)-3-azabicyclo[3.1.0]hexan-3-yl)prop-2-en-1-one ClC=1C(=C(C=CC1)NC=1C2=C(N=CN1)C=CC(=N2)[C@@]21CN(C[C@H]1C2)C(C=C)=O)F